FC(CC1=CC=C2C(=NC=NC2=C1)N1CC2(C1)CCN(CC2)CC2=CC=C(C=C2)NS(=O)(=O)CC)(F)F N-(4-((2-(7-(2,2,2-trifluoroethyl)quinazolin-4-yl)-2,7-diazaspiro[3.5]nonan-7-yl)methyl)phenyl)ethanesulfonamide